(2S,4R)-methyl 1-{(S)-2-[(tert-butoxycarbonyl)amino]-3,3-dimethylbutanoyl}-4-hydroxypyrrolidine-2-carboxylate C(C)(C)(C)OC(=O)N[C@H](C(=O)N1[C@@H](C[C@H](C1)O)C(=O)OC)C(C)(C)C